C(#C)C=1C=C(C(=NC1)CNC(=O)[C@H]1N(C[C@@H](C1)O)C(=O)OC(C)(C)C)OC (2S,4R)-tert-butyl 2-(((5-ethynyl-3-methoxypyridin-2-yl)methyl)carbamoyl)-4-hydroxypyrrolidine-1-carboxylate